1-(6-chloro-4-phenylquinolin-2-yl)pyrrolidine-2-carboxylic acid ClC=1C=C2C(=CC(=NC2=CC1)N1C(CCC1)C(=O)O)C1=CC=CC=C1